CN(C=1SC2=C(N=NC(=C2)C2=C(C=C(C=C2)C=2C=NNC2)O)N1)C1C(CN(CC1)C)(C)C 2-{6-[Methyl-(1,3,3-trimethylpiperidin-4-yl)amino][1,3]thiazolo[4,5-c]pyridazin-3-yl}-5-(1H-pyrazol-4-yl)phenol